Cl.N1=C(C=CC=C1)CC(=O)O 2-(pyridin-2-yl)acetic acid hydrochloride